{4-isopropylphenyl}(p-tolyl)iodonium (2,2',3,3',5,5',6,6'-octafluoro-4''-vinyl-[1,1':4',1''-terphenyl]-4-yl)tris(2,3,5,6-tetrafluoro-4-(trifluoromethyl)phenyl)borate FC1=C(C(=C(C(=C1F)[B-](C1=C(C(=C(C(=C1F)F)C(F)(F)F)F)F)(C1=C(C(=C(C(=C1F)F)C(F)(F)F)F)F)C1=C(C(=C(C(=C1F)F)C(F)(F)F)F)F)F)F)C1=C(C(=C(C(=C1F)F)C1=CC=C(C=C1)C=C)F)F.C(C)(C)C1=CC=C(C=C1)[I+]C1=CC=C(C=C1)C